(1r,3r)-3-(3-Chloro-4-(4-((5-isopropyl-8-((2R,3S)-2-methyl-3-((methanesulfonyl)methyl)azetidin-1-yl)isoquinolin-3-yl)amino)pyrimidin-2-yl)-1H-pyrazol-1-yl)-1-methylcyclobutan-1-ol ClC1=NN(C=C1C1=NC=CC(=N1)NC=1N=CC2=C(C=CC(=C2C1)C(C)C)N1[C@@H]([C@H](C1)CS(=O)(=O)C)C)C1CC(C1)(O)C